FC=1C=C(C=CC1F)[C@H]1[C@@H](CN(C1)CCOC)NC(=O)NC1=C(C(=NN1C1=CC=CC=C1)C=1C=NN(C1)C)CC 1-((3S,4R)-4-(3,4-difluorophenyl)-1-(2-methoxyethyl)pyrrolidin-3-yl)-3-(4-ethyl-1'-methyl-1-phenyl-1H,1'H-[3,4'-bipyrazol]-5-yl)urea